(S)-2-(3-(4-((2,3-dihydrobenzo-[b][1,4]dioxin-2-yl)methyl)piperazin-1-yl)-1,5-dimethyl-1H-pyrazol-4-yl)isoindolin-1,3-dione O1C2=C(OC[C@@H]1CN1CCN(CC1)C1=NN(C(=C1N1C(C3=CC=CC=C3C1=O)=O)C)C)C=CC=C2